ClC1=CC2=C(N(C=CN2C)C2CCN(CC2)C(=O)C2CCCCC2)N=C1 7-chloro-4-(1-(cyclohexanecarbonyl)piperidin-4-yl)-1-methyl-1,4-dihydropyrido[2,3-b]pyrazine